CN1N=CC(=C1)C1=CC=C(CNC2=NC=NC(=C2)C2=CN=C3N2C=CC(=C3)OCCCN3CCOCC3)C=C1 [4-(1-methyl-1H-pyrazol-4-yl)-benzyl]-{6-[7-(3-morpholin-4-yl-propoxy)-imidazo[1,2-a]Pyridin-3-yl]-pyrimidin-4-yl}-amine